[Rh+].NC1(CC(C(C)C2=CC(=CC=C2)C(C=2CC(C=CC2)(N)C)C)=CC=C1)C 1,3-bis(3-amino-α,3-dimethylbenzyl)benzene Rhodium (I)